3,7,11-trimethyl-1-dodecynol CC(C#CO)CCCC(CCCC(C)C)C